2-(bromomethyl)-N-[2-[2-(dimethylamino)ethyl-methyl-amino]-4-methoxy-5-[[4-(1-methylindol-3-yl)pyrimidin-2-yl]amino]phenyl]prop-2-enamide BrCC(C(=O)NC1=C(C=C(C(=C1)NC1=NC=CC(=N1)C1=CN(C2=CC=CC=C12)C)OC)N(C)CCN(C)C)=C